C1=C(C(=C(C=C1)P(O)(O)=O)C)C 4-xylylphosphonic acid